3-aminopropyl-tris(methoxyethoxyethoxy)silane NCCC[Si](OCCOCCOC)(OCCOCCOC)OCCOCCOC